2-methoxy-1,6-naphthyridine COC1=NC2=CC=NC=C2C=C1